ClC1=CC(=CC(=N1)N1CC2C(C2C1)(F)F)N1CC(C1)(F)F 3-[6-chloro-4-(3,3-difluoroazetidin-1-yl)pyridin-2-yl]-6,6-difluoro-3-azabicyclo[3.1.0]hexane